P(=O)(O)(O)O.[N+](=O)([O-])C1=CC=CC=C1.[N+](=O)([O-])C1=CC=CC=C1 bis(4-nitrobenzene) phosphate